NC1=CC2=C(OCO2)C=2CCC(C(C12)=O)CCCO 5-amino-7-(3-hydroxypropyl)-8,9-dihydronaphtho[1,2-d][1,3]dioxol-6(7H)-one